BrC=1C(=C(C=CC1)C=1OC2=C(N1)C=C(C=C2C#N)CN2C[C@@H](CC2)C(=O)OC(C)(C)C)C tert-Butyl (R)-1-((2-(3-bromo-2-methylphenyl)-7-cyanobenzo[d]oxazol-5-yl)methyl)pyrrolidine-3-carboxylate